(S)-[2-CHLORO-4-FLUORO-5-(7-MORPHOLIN-4-YLQUINAZOLIN-4-YL)PHENYL]-(6-METHOXY-PYRIDAZIN-3-YL)-METHANOL ClC1=C(C=C(C(=C1)F)C1=NC=NC2=CC(=CC=C12)N1CCOCC1)[C@H](O)C=1N=NC(=CC1)OC